C(CC)C1=CC=C(C=C)C=C1 4-propyl-styrene